(S)-2-amino-4-oxo-5-phenyl-4,5-dihydrofuran-3-yl-5-d phenylmethanesulfonate C1(=CC=CC=C1)CS(=O)(=O)OC1=C(O[C@@](C1=O)([2H])C1=CC=CC=C1)N